C(CCCCCCC\C=C/CCCCCCCC)(=O)OCC (Z)-9-octadecenoic acid, ethyl ester